4-methyl-2-(4-(trifluoromethoxy)phenyl)-1H-benzo[d]imidazole CC1=CC=CC=2NC(=NC21)C2=CC=C(C=C2)OC(F)(F)F